ClC1=CC(=C(COC2=CC=CC(=N2)C2CCN(CC2)CC=2N(C(=NN2)C=O)C)C=C1)F ((4-(6-((4-chloro-2-fluorobenzyl)oxy)pyridin-2-yl)piperidin-1-yl)methyl)-4-methyl-4H-1,2,4-triazole-3-carbaldehyde